4-Bromo-6-chloro-2-methylpyridazine-3(2H)-one BrC=1C(N(N=C(C1)Cl)C)=O